C(C(=C)C)(=O)OCCOC(C[NH+](C)C)=O [2-(methacryloyloxy)ethyl](dimethylammonio)acetate